2''-bromo-6''-methoxydispiro[[1,3]dioxolane-2,1'-cyclohexane-4',1''-indene] BrC=1C2(C3=CC(=CC=C3C1)OC)CCC1(CC2)OCCO1